(2S,20S)-2-((((9H-fluoren-9-yl)methoxy)carbonyl)amino)-20-(tert-butoxycarbonyl)-38-(di-tert-butoxyphosphoryl)-8,17,22-trioxo-10,13-dioxa-7,16,21-triazaoctatriacontanoic acid C1=CC=CC=2C3=CC=CC=C3C(C12)COC(=O)N[C@H](C(=O)O)CCCCNC(COCCOCCNC(CC[C@H](NC(CCCCCCCCCCCCCCCCP(=O)(OC(C)(C)C)OC(C)(C)C)=O)C(=O)OC(C)(C)C)=O)=O